azetidin-1-yl-(7-morpholino-5-(3-(m-tolyl)-1H-pyrazol-1-yl)pyrazolo[1,5-a]pyrimidin-2-yl)methanone N1(CCC1)C(=O)C1=NN2C(N=C(C=C2N2CCOCC2)N2N=C(C=C2)C=2C=C(C=CC2)C)=C1